5,6-Dibromo-3-methylpyridin-2-amine BrC=1C=C(C(=NC1Br)N)C